8-fluoro-N-methyl-N-((S)-1-(2-(methylamino)pyridin-3-yl)ethyl)quinazolin-4-amine FC=1C=CC=C2C(=NC=NC12)N([C@@H](C)C=1C(=NC=CC1)NC)C